(3-chlorophenyl)-1H-benzimidazole ClC=1C=C(C=CC1)N1C=NC2=C1C=CC=C2